ClCC(=O)N1CCC2(NC(CS2)=O)CC1 8-(2-chloroacetyl)-1-thia-4,8-diazaspiro[4.5]Decan-3-one